BrC1=CC(=C2C=CN(C2=C1)C(=O)OC(C)(C)C)CO tert-Butyl 6-bromo-4-(hydroxymethyl)-1H-indole-1-carboxylate